C1(CC1)C1=C(C=C(C=C1C)C(NC(=O)C1N(CC(C1)F)C(CN1N=C(N=N1)C)=O)C1=CC=CC=C1)F N-[(4-cyclopropyl-3-fluoro-5-methylphenyl)(phenyl)methyl]-4-fluoro-1-[2-(5-methyl-2H-1,2,3,4-tetrazol-2-yl)acetyl]pyrrolidine-2-carboxamide